5-fluoro-1-(4-fluoro-2-methylphenyl)-3-(6-methoxy-2-methylpyridin-3-yl)-2,3-dihydroquinazolin-4(1H)-one FC1=C2C(N(CN(C2=CC=C1)C1=C(C=C(C=C1)F)C)C=1C(=NC(=CC1)OC)C)=O